(2R,3R,4R,5S)-1-((4,4-dimethylcyclohexyl)methyl)-2-methylpiperidine-3,4,5-triol CC1(CCC(CC1)CN1[C@@H]([C@H]([C@@H]([C@H](C1)O)O)O)C)C